C1(CC(C(CC1)C(=C)C)O)C p-menth-8-en-3-ol